sodium stearylFumarate C(CCCCCCCCCCCCCCCCC)/C(/C(=O)[O-])=C\C(=O)[O-].[Na+].[Na+]